S(=O)(=O)([O-])[O-].[Ba+2] Barium Sulfat